vinyltris(dimethylsiloxy)silane C(=C)[Si](O[SiH](C)C)(O[SiH](C)C)O[SiH](C)C